ethyl {(3S)-1-[4-cyano-4-(3-methylphenyl)cyclohexyl]pyrrolidin-3-yl}carbamate C(#N)C1(CCC(CC1)N1C[C@H](CC1)NC(OCC)=O)C1=CC(=CC=C1)C